N-(2-Chloro-2'-methyl-3'-(1-methyl-2-oxo-5-(pyrrolidin-1-ylmethyl)-1,2-dihydropyridin-3-carboxamido)biphenyl-3-yl)-1,5-dimethyl-4,5,6,7-tetrahydro-1H-imidazo[4,5-c]pyridin-2-carboxamid ClC1=C(C=CC=C1NC(=O)C=1N(C2=C(CN(CC2)C)N1)C)C1=C(C(=CC=C1)NC(=O)C=1C(N(C=C(C1)CN1CCCC1)C)=O)C